(R)-N-(7-(4-fluorobenzoyl)-8-methyl-3-(3-methyl-1,2,4-thiadiazole-5-yl)-5,6,7,8-tetrahydroimidazo[1,5-a]pyrazin-1-yl)methanesulfonamide FC1=CC=C(C(=O)N2[C@@H](C=3N(CC2)C(=NC3NS(=O)(=O)C)C3=NC(=NS3)C)C)C=C1